C(CCCCCCC\C=C/CCCCCCCC)(=O)OCCN(CCOC(CCCCCCC\C=C/CCCCCCCC)=O)C(CSCCN(C)C)=O (Z)-((2-((2-(dimethylamino)ethyl)thio)acetyl)azanediyl)bis(ethane-2,1-diyl) dioleate